FCS(=O)(=O)NC=1C(=NC=C(C1)C1=CC=2C3=C(C=NC2C=C1)N(C(C31CCC1)=O)C)OCCCN1CCCCC1 1-Fluoro-N-(5-(3'-methyl-2'-oxo-2',3'-dihydrospiro[cyclobutane-1,1'-pyrrolo[2,3-c]quinolin]-8'-yl)-2-(3-(piperidin-1-yl)propoxy)pyridin-3-yl)methanesulfonamide